(R)-2-amino-5,5-difluorohexanoic acid methyl ester COC([C@@H](CCC(C)(F)F)N)=O